Pyridine-2,6-dicarboxylic acid monomethyl ester COC(=O)C1=NC(=CC=C1)C(=O)O